Ethyl 2-{2'-cyclopropyl-4'-oxo-5',6'-dihydro-4'H-spiro[cyclopropane-1,7'-furo[3,2-c]pyridin]-5'-yl}acetate C1(CC1)C1=CC=2C(N(CC3(C2O1)CC3)CC(=O)OCC)=O